2-(5-bromopyridin-2-yl)-1,10-phenanthroline BrC=1C=CC(=NC1)C1=NC2=C3N=CC=CC3=CC=C2C=C1